O[C@H]1C[C@@H](CC1)NC1=NC=C2N=C(N(C2=N1)C1CCC(CC1)(C(=O)N)C)NC1=C(C=C(C=C1Cl)Cl)Cl (1S,4s)-4-(2-((1R,3R)-3-hydroxycyclopentylamino)-8-(2,4,6-trichlorophenylamino)-9H-purin-9-yl)-1-methylcyclohexanecarboxamide